2-amino-1-((2S)-4-(3-(cyclopropylmethoxy)-4-(difluoromethoxy)phenyl)-2-(hydroxymethyl)pyrrolidin-1-yl)ethanone hydrochloride Cl.NCC(=O)N1[C@@H](CC(C1)C1=CC(=C(C=C1)OC(F)F)OCC1CC1)CO